4-(2-((R)-3-((R or S)-oxetan-2-yl)-1-(pyridin-3-ylmethyl)pyrrolidin-3-yl)ethyl)benzonitrile O1[C@H](CC1)[C@]1(CN(CC1)CC=1C=NC=CC1)CCC1=CC=C(C#N)C=C1 |o1:1|